4-((2-((4-(12-oxo-16-((3aS,6aR)-2-oxohexahydro-1H-thieno[3,4-d]imidazol-4-yl)-2,5,8-trioxa-11-azahexadecanoyl)benzoyl)oxy)ethoxy)carbonyl)benzoic acid O=C(NCCOCCOCCOC(=O)C1=CC=C(C(=O)OCCOC(=O)C2=CC=C(C(=O)O)C=C2)C=C1)CCCCC1SC[C@@H]2NC(N[C@@H]21)=O